C(C)(C)(C)OC(=O)C=1C(=C(C(=CC1CCO)[N+](=O)[O-])C(=O)OC(C)(C)C)F tert-Butyl (tert-butoxycarbonyl)(2-fluoro-4-(2-hydroxyethyl)-6-nitrophenyl)carboxylate